C(C)(C)C1=C(C=CC=C1)C1N(CCN(C1)CCC1=CC=C(C=C1)OC)C1CC2(C1)CCN(CC2)C2=CC=C(C(=O)N)C=C2 4-(2-(2-(2-isopropylphenyl)-4-(4-methoxyphenethyl)piperazin-1-yl)-7-azaspiro[3.5]nonan-7-yl)benzamide